2-(4-(6-(3,4-Difluorobenzyloxy)pyridin-2-yl)-3-fluorobenzyl)-1-((tetrahydrofuran-2-yl)methyl)-1H-benzo[d]imidazol FC=1C=C(COC2=CC=CC(=N2)C2=C(C=C(CC3=NC4=C(N3CC3OCCC3)C=CC=C4)C=C2)F)C=CC1F